2-(4-phenoxyphenyl)-5-phenyl-2,5,6,7-tetrahydro-3H-pyrrolo[2,1-c][1,2,4]triazol-3-one O(C1=CC=CC=C1)C1=CC=C(C=C1)N1N=C2N(C1=O)C(CC2)C2=CC=CC=C2